[5-[(E)-2-[5-[(1R)-1-(3,5-dichloro-4-pyridyl)ethoxy]-1H-indazol-3-yl]vinyl]-2-pyridyl]imino-dimethyl-oxo-λ6-sulfane ClC=1C=NC=C(C1[C@@H](C)OC=1C=C2C(=NNC2=CC1)/C=C/C=1C=CC(=NC1)N=S(=O)(C)C)Cl